3-(6-azaspiro[2.5]octan-6-yl)isonicotinamide C1CC12CCN(CC2)C2=C(C(=O)N)C=CN=C2